CN1C(N(C=C1)C)=O 1,3-Dimethyl-2-imidazolone